COC=1C=C(C=CC1OC)C1=CN=CC(=N1)C1=CC(=CS1)NC(=O)C1CC1 N-(5-(6-(3,4-dimethoxyphenyl)pyrazin-2-yl)thiophen-3-yl)cyclopropanecarboxamide